FC1=C(C(=C(C(=C1F)F)F)F)[B-](C1=C(C(=C(C(=C1F)F)F)F)F)(C1=C(C(=C(C(=C1F)F)F)F)F)C1=C(C(=C(C(=C1F)F)F)F)F.C[NH+](C1=CC=C(C=C1)CCCCCC)CCCCCCCCCCCCCCCCCC N-methyl-4-hexyl-N-octadecyl-anilinium tetrakis(perfluorophenyl)borate